C(=O)C=1C=C(C=2N(C1)C(=CN2)C)C(=O)NC2=CC(=CC=C2)C2(CC(C2)C)C2=NN=CN2C 6-formyl-3-methyl-N-(3-((1s,3s)-3-methyl-1-(4-methyl-4H-1,2,4-triazol-3-yl)cyclobutyl)phenyl)imidazo[1,2-a]pyridine-8-carboxamide